1,3-dimethyl-6-chlorouracil CN1C(=O)N(C(=O)C=C1Cl)C